C(C1=CC=CC=C1)N1C[C@H](CC1)NC(=S)NC1=C(C=CC=C1)Cl (S)-1-(1-benzylpyrrolidine-3-yl)-3-(2-chlorophenyl)thiourea